(S)-5-(1-aminoethyl)-N-(4-fluorophenyl)-N-methylpyridin-2-amine hydrochloride Cl.N[C@@H](C)C=1C=CC(=NC1)N(C)C1=CC=C(C=C1)F